1-((3S,4S)-1-acetyl-4-methoxypyrrolidin-3-yl)-2-(4-(6-((4-cyano-2-fluorobenzyl)oxy)pyridin-2-yl)-2,5-difluorobenzyl)-1H-benzo[d]imidazole-6-carboxylic acid C(C)(=O)N1C[C@@H]([C@H](C1)OC)N1C(=NC2=C1C=C(C=C2)C(=O)O)CC2=C(C=C(C(=C2)F)C2=NC(=CC=C2)OCC2=C(C=C(C=C2)C#N)F)F